ClC1=C2C(=NN(C2=CC=C1)S(=O)(=O)C1=CC=C(C=C1)C)N1CC(C(C1)C)(F)F 4-chloro-3-(3,3-difluoro-4-methyl-pyrrolidin-1-yl)-1-(p-tolylsulfonyl)indazole